C(C)OC(=O)C=1C(=NN2C1N=C(C=C2)N)NC(=O)OC(C)(C)C 5-amino-2-((tert-butoxycarbonyl)amino)pyrazolo[1,5-a]pyrimidine-3-carboxylic acid ethyl ester